COC(=O)C1=CC2=C(C(=C(CCC2)Br)C2=CC=C(C=C2)CC2CN(CC2)CCC(F)F)C=C1.C(C=C)OC1=CC=C(C=C1)C1(C2=CC=CC=C2C=2C=CC=CC12)C1=CC=C(C=C1)OCC=C 9,9-bis(4-allyloxyphenyl)fluorene Methyl-8-bromo-9-(4-((1-(3,3-difluoropropyl)pyrrolidin-3-yl)methyl)phenyl)-6,7-dihydro-5H-benzo[7]annulene-3-carboxylate